ClP(C1=CC=CC=C1)(C1=CC=CC=C1)(C1=CC=CC=C1)Cl dichlorotriphenylphosphorane